[Si](C)(C)(C(C)(C)C)OC=1C=C(C=O)C=CC1C1OCCO1 3-[(tert-butyldimethylsilyl)oxy]-4-(1,3-dioxolan-2-yl)benzaldehyde